C=NC(C=C(C)C)=O methylenedimethylacrylamide